2-[(4S)-4-[[6-oxo-5-(trifluoromethyl)-1H-pyridazin-4-yl]amino]pentyl]-6-[5-(trifluoromethyl)-2-pyridyl]-2,7-naphthyridin-1-one O=C1C(=C(C=NN1)N[C@H](CCCN1C(C2=CN=C(C=C2C=C1)C1=NC=C(C=C1)C(F)(F)F)=O)C)C(F)(F)F